2-(1-ethylpiperidin-4-yl)-N-((1s,2r)-2-hydroxy-2,3-dihydro-1H-inden-1-yl)benzo[d]thiazole-6-carboxamide C(C)N1CCC(CC1)C=1SC2=C(N1)C=CC(=C2)C(=O)N[C@@H]2[C@@H](CC1=CC=CC=C21)O